tin diselenide sodium [Na].[Sn](=[Se])=[Se]